1-(3-((6-((5-methylthiazol-2-yl)amino)-4-(morpholinomethyl)pyridin-2-yl)amino)piperidin-1-yl)but-2-yn-1-one CC1=CN=C(S1)NC1=CC(=CC(=N1)NC1CN(CCC1)C(C#CC)=O)CN1CCOCC1